6-({[(1S,3S)-3-hydroxy-1-methylcyclobutyl]amino}methyl)-4-(trifluoromethyl)-2,3-dihydro-1H-isoindol-1-one OC1CC(C1)(C)NCC1=CC(=C2CNC(C2=C1)=O)C(F)(F)F